C(C)(C)(C)OC(NC=1C=NN(C1)C=1C=2N(C=C(C1)OCC(C)(C)O)N=CC2C#N)=O (1-(3-cyano-6-(2-hydroxy-2-methylpropyloxy)pyrazolo[1,5-a]pyridin-4-yl)-1H-pyrazol-4-yl)carbamic acid tert-butyl ester